O[C@@H](C)[C@H]1C[C@@H](CN1C(C=C)=O)N1N=CC(=C1)C(=O)N 1-[(3S,5R)-5-[(1S)-1-hydroxyethyl]-1-(prop-2-enoyl)pyrrolidin-3-yl]Pyrazole-4-carboxamide